CC(C)(CCCCCC)C=1C=C(C=2C3C(COC2C1)CC=CC3)O 3-(2-Methyloctan-2-yl)-6a,7,10,10a-tetrahydro-6H-benzo[c]chromen-1-ol